Benzo[d][1,2,3]triazin N1=NN=CC2=C1C=CC=C2